[C@@]12(C(=O)CC(CC1)C2(C)C)CS(=O)(=O)O.O2NC(CC=C2)=O oxazin-3-one (R)-camphorsulfonate